(4-methylpiperazin-1-yl)(4-(2-(pyridin-2-ylamino)thiazol-4-yl)phenyl)methanone CN1CCN(CC1)C(=O)C1=CC=C(C=C1)C=1N=C(SC1)NC1=NC=CC=C1